C(C)(C)NC1=NC(=CC2=C1N=C(N=C2)NC2CCC(CC2)NC2CCOCC2)[C@@H](C)O (R)-1-(8-(isopropylamino)-2-(((1r,4R)-4-((tetrahydro-2H-pyran-4-yl)amino)cyclohexyl)amino)pyrido[3,4-d]pyrimidin-6-yl)ethan-1-ol